ClC1=CC=C(C=C1)C=1N=CN(C1C1=CC=NC=C1)CC(=O)N[C@H]1CNCC1 2-[4-(4-chlorophenyl)-5-(pyridin-4-yl)-1H-imidazol-1-yl]-N-[(3R)-pyrrolidin-3-yl]acetamide